ClC1=CC=C(C=C1)C=1C(N(C=C2C=CC(=NC12)OCC)C=1C=C2C=NC=NC2=CC1)=O 8-(4-chlorophenyl)-2-ethoxy-6-(quinazolin-6-yl)-1,6-naphthyridin-7(6H)-one